Cl.N[C@@H](CC(=O)OCC)C=1C=C(C=C(C1F)C)C1=C(C=C(C=C1C)Cl)O ethyl (3S)-3-amino-3-{4'-chloro-4-fluoro-2'-hydroxy-5,6'-dimethyl-[1,1'-biphenyl]-3-yl}propanoate hydrochloride